FC(C1=CC=C(C=N1)CNC1CC1)(F)F N-((6-(trifluoromethyl)pyridin-3-yl)methyl)cyclopropanamine